FC1=CC=C(C=C1)\N=C\1/S\C(\C(N1CCCCCCCCCCCC)=O)=C/C1=CC2=C(OCCO2)C=C1 (2Z,5Z)-2-(4-fluorophenylimino)-3-dodecyl-5-((2,3-dihydrobenzo[b][1,4]dioxin-6-yl)methylene)thiazolidin-4-one